3-(3-(2,2-difluoroethyl)-7-((4-(dimethylamino)cyclohexyl)amino)benzofuran-2-yl)prop-2-yn FC(CC1=C(OC2=C1C=CC=C2NC2CCC(CC2)N(C)C)C#CC)F